C(C)OC(=O)C=1N=C(SC1)CNC 2-((methylamino)methyl)thiazole-4-carboxylic acid ethyl ester